((6-chloro-4-(4-(hydroxymethyl)-4-methylpiperidin-1-yl)pyridin-3-yl)ethynyl)oxetan-3-ol ClC1=CC(=C(C=N1)C#CC1OCC1O)N1CCC(CC1)(C)CO